NC1=CC(=CC=2C(NCC(NC21)CC)=O)F 9-amino-2-ethyl-7-fluoro-1,2,3,4-tetrahydro-1,4-benzodiazepin-5-one